C(C)OP1(OCCO1)=O ethoxy-2-oxo-1,3,2-dioxaphospholane